hepta-4,6-diene CCCC=CC=C